N=1N=CN(C1)C=1C=C(C(=O)O)C=CC1 3-(4H-1,2,4-triazol-4-yl)benzoic acid